ClC1=NC(=NC(=C1CC(F)(F)F)C1=C(C=CC=C1)C)NS(=O)(=O)C=1C=NN(C1)C N-[4-chloro-6-(o-tolyl)-5-(2,2,2-trifluoroethyl)pyrimidin-2-yl]-1-methyl-pyrazole-4-sulfonamide